5,5,7,7-tetramethyloct-3-ene CC(C=CCC)(CC(C)(C)C)C